C(CCCCCCCC)(=O)[O-].[K+].NCC=1C=C(C=NC1OC)C1CN(CCC1)[C@H](C(=O)NC1=NC=C(C=C1)Cl)C (2S)-2-(3-(5-(aminomethyl)-6-methoxypyridin-3-yl)piperidin-1-yl)-N-(5-chloropyridin-2-yl)propionamide potassium nonanate